N1N=C(C=C1)N1C=NC2=CC=CC=C2C1=O 3-(1H-pyrazol-3-yl)quinazolin-4(3H)-one